OC1=C(C=CC(=C1)OCCCCCCCC)C1=CC=CC=2NN=NC21 (2'-hydroxy-4-octoxyphenyl)benzotriazole